3-(aminomethyl)-3-methyl-pyrrolidine-2,5-dione NCC1(C(NC(C1)=O)=O)C